(R)-N-(1-(2-chloro-3-methoxyphenyl)-1,4,5,7-tetrahydropyrano[3,4-c]pyrazol-4-yl)-5,6,7,8-tetrahydroimidazo[1,5-a]pyridine-1-carboxamide ClC1=C(C=CC=C1OC)N1N=CC2=C1COC[C@@H]2NC(=O)C=2N=CN1C2CCCC1